(2-methyl-6-(oxazol-5-ylmethoxy)-2H-indazol-5-yl)pyrazine-2-carboxamide CN1N=C2C=C(C(=CC2=C1)C=1C(=NC=CN1)C(=O)N)OCC1=CN=CO1